OC[C@H]1N(CCC1)C1=NC=C(C(=N1)NCC1=CC(=C(C=C1)OC)Cl)C(NCC1=NC=CC=N1)=O (S)-2-(2-hydroxymethyl-1-pyrrolidinyl)-4-(3-chloro-4-methoxy-benzylamino)-5-[N-(2-pyrimidinylmethyl)carbamoyl]pyrimidine